Chlorocinnoline ClC=1N=NC2=CC=CC=C2C1